(2R,3R,4R,5S)-1-(2,5-difluorophenethyl)-2-methylpiperidine-3,4,5-triol FC1=C(CCN2[C@@H]([C@H]([C@@H]([C@H](C2)O)O)O)C)C=C(C=C1)F